6-[(4,5-dichloroimidazol-1-yl)methyl]-2-(3,4-dichlorophenyl)-1-ethyl-4-oxo-pyridine-3-carboxylic acid ClC=1N=CN(C1Cl)CC1=CC(C(=C(N1CC)C1=CC(=C(C=C1)Cl)Cl)C(=O)O)=O